N1-(1H-benzoimidazol-5-yl)-1-[4-(5-chlorothien-3-yl)-2,3-difluorophenyl]ethane-1,2-diamine N1C=NC2=C1C=CC(=C2)NC(CN)C2=C(C(=C(C=C2)C2=CSC(=C2)Cl)F)F